O=C1C=CC2CCC1N2C(=O)OC(C)(C)C tert-butyl 4-oxo-8-azabicyclo[3.2.1]oct-2-ene-8-carboxylate